2-ETHYL-3-METHYLPENTANOIC ACID C(C)C(C(=O)O)C(CC)C